[H-].ON hydroxyamine hydride